1-(4-((bis(4H-benzo[d][1,3]dioxin-6-yl)methyl)(methyl)amino)piperidine-1-carbonyl)-1H-benzo[d][1,2,3]triazole-5-carbonitrile O1COCC2=C1C=CC(=C2)C(C2=CC1=C(OCOC1)C=C2)N(C2CCN(CC2)C(=O)N2N=NC1=C2C=CC(=C1)C#N)C